BrC1=C(C=CC(=C1)C(F)(F)F)C=1C=C2CCN(C(C2=CN1)=O)C=1C=CC(=C(C1)NS(=O)(=O)C)OCOCCOC N-(5-(6-(2-bromo-4-(trifluoromethyl)phenyl)-1-oxo-3,4-dihydro-2,7-naphthyridin-2(1H)-yl)-2-((2-methoxyethoxy)methoxy)phenyl)methanesulfonamide